(3S,4R,5R)-3-butyl-7-dimethylamino-3-ethyl-4-hydroxy-1,1-dioxo-2,3,4,5-tetrahydro-1H-benzo[b]thiepin C(CCC)[C@]1([C@@H](CC2=C(S(C1)(=O)=O)C=CC(=C2)N(C)C)O)CC